[Cl-].C(C)(=O)NC(C(C)(C)SSC(=[NH2+])NC1=CC=CC=C1)C(=O)O ((1-acetamido-1-carboxy-2-methylpropan-2-yl)disulfaneyl)(phenylamino)methaniminium chloride